3-Ethoxy-4-hydroxybenzaldehyde C(C)OC=1C=C(C=O)C=CC1O